N-[1-(3-bromo-2-fluorophenyl)ethyl]cyclopropylamine BrC=1C(=C(C=CC1)C(C)NC1CC1)F